NC1=NC=CC(=C1)C[C@@H]1[C@H](N(C1=O)C(=O)N[C@H](CC)C1=C(C(=C(C=C1)F)F)C)C(=O)N(C)C=1N(C=CN1)C (2S,3R)-3-((2-aminopyridin-4-yl)methyl)-N2-(1-methyl-1H-imidazol-2-yl)-N1-((R)-1-(3,4-difluoro-2-methylphenyl)propyl)-N2-methyl-4-oxoazetidine-1,2-dicarboxamide